7-(8-ethyl-7-fluoro-3-(methoxymethoxy)naphthalen-1-yl)-N,N-dimethyl-2-(methylsulfanyl)-7,8-dihydro-5H-pyrano[4,3-d]pyrimidin-4-amine C(C)C=1C(=CC=C2C=C(C=C(C12)C1CC=2N=C(N=C(C2CO1)N(C)C)SC)OCOC)F